C1(=CC=CC2=CC=CC=C12)C(=O)OCOC(=O)C1=CC=CC2=CC=CC=C12.[Na].[Na] disodium methylene dinaphthalate